N-methyl-N-(2-(4-(pyridin-2-yl)thiazol-2-ylamino)-5-(trifluoro-methyl)pyridin-3-yl)acetamide CN(C(C)=O)C=1C(=NC=C(C1)C(F)(F)F)NC=1SC=C(N1)C1=NC=CC=C1